(R)-tert-butyl 3-(2-(N,N-bis(4-methoxybenzyl)sulfamoyl)-4-(2,3-dioxopiperidin-1-yl)-3-(2-(4-methoxybenzyl)-2H-tetrazol-5-yl)phenylsulfonamido)pyrrolidine-1-carboxylate COC1=CC=C(CN(S(=O)(=O)C2=C(C=CC(=C2C=2N=NN(N2)CC2=CC=C(C=C2)OC)N2C(C(CCC2)=O)=O)S(=O)(=O)N[C@H]2CN(CC2)C(=O)OC(C)(C)C)CC2=CC=C(C=C2)OC)C=C1